Cl.N[C@H]1C[C@H](O[C@H]2C[C@](CC3=C(C=4C(C5=CC=CC=C5C(C4C(=C23)O)=O)=O)O)(O)C(C)=O)O[C@H]([C@H]1O)C (1S,3S)-3-Acetyl-1,2,3,4,6,11-hexahydro-3,5,12-trihydroxy-6,11-dioxo-1-naphthacenyl 3-amino-2,3,6-trideoxy-alpha-L-lyxo-hexopyranoside hydrochloride